(E)-4-((3-cinnamyl-2,4-dioxo-3,4-dihydroquinazolin-1(2H)-yl)methyl)-N-hydroxybenzamide C(\C=C\C1=CC=CC=C1)N1C(N(C2=CC=CC=C2C1=O)CC1=CC=C(C(=O)NO)C=C1)=O